C1=NC=C(C=2CCCCC12)N 5,6,7,8-tetrahydroisoquinolin-4-amine